methyl (S)-2-(2-decanamido-3-(hexylamino)-3-oxopropyl)-3-oxoisoindoline-5-carboxylate C(CCCCCCCCC)(=O)N[C@@H](CN1CC2=CC=C(C=C2C1=O)C(=O)OC)C(=O)NCCCCCC